cis-docosan CCCCCCCCCCCCCCCCCCCCCC